ClC1=C(C(=CC=C1)I)Cl 1,2-dichloro-3-iodo-benzene